2,2-Dimethyl-propane CC(C)(C)C